C(C1=CC=CC=C1)N1C2=NC=NC(=C2N=C1C1=C(C(=O)O)C=C(C=C1)OCCN1CCN(CC1)C)OC1(CC1)C 2-(9-Benzyl-6-(1-methylcyclopropoxy)-9H-purin-8-yl)-5-(2-(4-methylpiperazin-1-yl)ethoxy)benzoic acid